tert-butyl 3-(6-(2-(methoxymethoxy)-4-(4,4,5,5-tetramethyl-1,3,2-dioxaborolan-2-yl)phenyl) pyridazin-3-yl)azetidine-1-carboxylate COCOC1=C(C=CC(=C1)B1OC(C(O1)(C)C)(C)C)C1=CC=C(N=N1)C1CN(C1)C(=O)OC(C)(C)C